C(CCCCCCCCCCCCCCC)(=O)O[C@@H](CSC[C@@H](C(NCCCNCCCCNCCCNC(CNC(=O)C1=CC=C(C=C1)CN1C2=NC(=NC(=C2N=C1O)N)NCCCC)=O)=O)N)COC(CCCCCCCCCCCCCCC)=O (20R,24R)-20-amino-1-(4-((6-amino-2-(butylamino)-8-hydroxy-9H-purin-9-yl)methyl) phenyl)-1,4,19-trioxo-22-thia-2,5,9,14,18-pentaazapentacosane-24,25-diyl dipalmitate